(3'-formyl-[1,1'-biphenyl]-3-yl)carbamic acid tert-butyl ester C(C)(C)(C)OC(NC=1C=C(C=CC1)C1=CC(=CC=C1)C=O)=O